2-(5-benzylhexahydropyrrolo[3,4-c]pyrrol-2(1H)-yl)-1-(3-fluoro-4-hydroxyphenyl)ethanone C(C1=CC=CC=C1)N1CC2C(C1)CN(C2)CC(=O)C2=CC(=C(C=C2)O)F